6-Bromo-1-(1-methylcyclopropyl)-7-[(2R)-2-{[(3-methyl-pyridin-2-yl)oxy]methyl}pyrrolidin-1-yl]-4-oxo-1,4-dihydroquinoline-3-carboxylic acid BrC=1C=C2C(C(=CN(C2=CC1N1[C@H](CCC1)COC1=NC=CC=C1C)C1(CC1)C)C(=O)O)=O